(2-METHYLPYRIMIDIN-5-YL)BORONIC ACID CC1=NC=C(C=N1)B(O)O